4-chloro-N-(5-chloro-2-iodo-pyridin-3-yl)-3-trifluoromethyl-benzenesulfonamide ClC1=C(C=C(C=C1)S(=O)(=O)NC=1C(=NC=C(C1)Cl)I)C(F)(F)F